N[C@H]1C[C@H](C1)NC1=NC=C2C=C(N=C(C2=C1)N[C@H]1COCC1)C#N 7-(((cis)-3-aminocyclobutyl)amino)-1-(((R)-tetrahydrofuran-3-yl)amino)-2,6-naphthyridine-3-carbonitrile